alpha-bromoacetic acid methyl ester COC(CBr)=O